C=1C=C[NH+]2C=CC=CC12 indolizinium